F[C@@H]1C[C@H](N(C1)C([C@@](C(F)(F)F)(C)OCCOCCOC)=O)C(=O)OC methyl (2S,4R)-4-fluoro-1-((R)-3,3,3-trifluoro-2-(2-(2-methoxyethoxy)ethoxy)-2-methylpropanoyl)pyrrolidine-2-carboxylate